(R)-1-(4-((5-(3-(difluoromethyl)imidazo[1,2-a]pyrimidin-6-yl)-4-methoxypyrrolo[2,1-f][1,2,4]triazin-2-yl)amino)-3,3-difluoropiperidin-1-yl)ethan-1-one FC(C1=CN=C2N1C=C(C=N2)C=2C=CN1N=C(N=C(C12)OC)N[C@H]1C(CN(CC1)C(C)=O)(F)F)F